bis-(2-hydroxy-3-aminopropyl)-diaminohexane OC(CC(C(N)(N)CC(CN)O)CCCC)CN